C(C)(C)C1=C(NC2=CC=C(C=C12)CC1N(CCC1)C1COC1)C=1C(=C(C=2N(C1)C=NN2)C)C 6-(3-isopropyl-5-((1-(oxetan-3-yl)pyrrolidin-2-yl)methyl)-1H-indol-2-yl)-7,8-dimethyl-[1,2,4]triazolo[4,3-a]pyridine